COC(C(C=O)C=1SC(=CC1)C1=CC=CC=2SC=CC21)=O (5-(benzo[b]thiophen-4-yl)thiophen-2-yl)-3-oxopropanoic acid methyl ester